BrC1=CC(=C(C=C1)C#CC1=CC=C(C=C1)CC)C 4-bromo-1-((4-ethylphenyl)ethynyl)-2-methylbenzene